S(C)(=O)(=O)O.ClC=1C=C(C=CC1C)NC(=O)C1=CC(=CC=2NC(=NC21)N(C)C)NC(=O)C2=C(C=CC(=C2)Cl)Cl N-(3-chloro-4-methylphenyl)-6-{[(2,5-dichlorophenyl)carbonyl]amino}-2-(dimethylamino)-1H-benzimidazole-4-carboxamide mesylate salt